(R,Z)-N-(4-((4-([1,2,4]triazolo[1,5-a]pyridin-7-yloxy)-3-methylphenyl)amino)-7-ethoxyquinazolin-6-yl)-2-fluoro-3-(1-methylpyrrolidin-2-yl)acrylamide N=1C=NN2C1C=C(C=C2)OC2=C(C=C(C=C2)NC2=NC=NC1=CC(=C(C=C21)NC(/C(=C/[C@@H]2N(CCC2)C)/F)=O)OCC)C